C(C)OC1=NN=C(S1)C1=C(C(=O)N)C(=CC(=N1)C)C1=C(C=CC=C1OC)F (5-ethoxy-1,3,4-thiadiazol-2-yl)-4-(2-fluoro-6-methoxyphenyl)-6-methylnicotinamide